(rac)-(2s,4s)-8-methyl-2-(4-(4-(1-methylcyclopropyl)phenyl)piperidine-1-carbonyl)-7-oxa-5-azaspiro[3.4]octan-6-one C[C@H]1OC(NC12CC(C2)C(=O)N2CCC(CC2)C2=CC=C(C=C2)C2(CC2)C)=O |r|